tert-Butyl (3R)-3-[[2-[4-(4-chlorophenyl)-5-(4-pyridyl)imidazol-1-yl]acetyl]amino]pyrrolidine-1-carboxylate ClC1=CC=C(C=C1)C=1N=CN(C1C1=CC=NC=C1)CC(=O)N[C@H]1CN(CC1)C(=O)OC(C)(C)C